COC1=CC=C(CN2C3=CC=CC=C3C=3C=CN=CC23)C=C1 9-(4-methoxybenzyl)-β-carboline